C(=O)C1=CC=C(C=C1)C1=NN=C2N1C=CC(=C2)C=2C(=C(C=CC2)C=2C(=C(C=CC2)C2=CC=C(C=C2)C=O)C)C 3''-(3-(4-formylphenyl)-[1,2,4]triazolo[4,3-a]pyridin-7-yl)-2',2''-dimethyl-[1,1':3',1''-terphenyl]-4-carbaldehyde